(E)-1-(4-(9H-fluoren-9-yl)phenyl)-2-phenyldiazene C1=CC=CC=2C3=CC=CC=C3C(C12)C1=CC=C(C=C1)\N=N\C1=CC=CC=C1